2-(2-hydroxy-4,6-dimethylphenyl)-6-[(morpholin-4-yl)methyl]-2,5-dihydro-4H-pyrazolo[3,4-d]pyrimidin-4-one OC1=C(C(=CC(=C1)C)C)N1N=C2N=C(NC(C2=C1)=O)CN1CCOCC1